benzyl (2-(2-(((1R,5S,6s)-3-(1-ethyl-3-(thiazol-4-yl)-1H-pyrazole-5-carbonyl)-3-azabicyclo[3.1.0]hexan-6-yl)oxy)-6-(4-fluorophenyl)pyridin-4-yl)propan-2-yl)carbamate C(C)N1N=C(C=C1C(=O)N1C[C@@H]2C([C@@H]2C1)OC1=NC(=CC(=C1)C(C)(C)NC(OCC1=CC=CC=C1)=O)C1=CC=C(C=C1)F)C=1N=CSC1